ClC=1C=CC=2N=CN=C(C2N1)NC1=CC(=C(C=C1)O[C@@H]1COCCC1)C 6-chloro-N-{3-methyl-4-[(3S)-oxan-3-yloxy]phenyl}pyrido[3,2-d]pyrimidin-4-amine